(S)-(1-(4-(3-chloro-4-methoxybenzylamino)-5-(pyrimidin-2-ylmethylcarbamoyl) pyrimidin-2-yl) pyrrolidin-2-yl) methyl carbonate C(O[C@@H]1N(CCC1)C1=NC=C(C(=N1)NCC1=CC(=C(C=C1)OC)Cl)C(NCC1=NC=CC=N1)=O)(OC)=O